DIHYDRONAPHThYRIDINE C1C=CC2=C(N1)N=CC=C2